(3-((2-((1-(1-isopropylpiperidin-4-yl)-3-methyl-1H-pyrazol-4-yl)amino)-5-(trifluoromethyl)pyrimidin-4-yl)amino)propyl)cyclobutanecarboxamide C(C)(C)N1CCC(CC1)N1N=C(C(=C1)NC1=NC=C(C(=N1)NCCCC1(CCC1)C(=O)N)C(F)(F)F)C